tert-butyl (S)-(6-(2-((tert-butoxycarbonyl)amino)propyl)-2-chloro-7-methylpyrrolo[1,2-b]pyridazin-4-yl)(thiophen-2-ylmethyl)carbamate C(C)(C)(C)OC(=O)N[C@H](CC=1C=C2N(N=C(C=C2N(C(OC(C)(C)C)=O)CC=2SC=CC2)Cl)C1C)C